ClC1=C2C=NN(C2=CC=C1B1OC(C(O1)(C)C)(C)C)C1OCCCC1 4-chloro-1-(tetrahydro-2H-pyran-2-yl)-5-(4,4,5,5-tetramethyl-1,3,2-dioxaborolan-2-yl)-1H-indazole